FC=1C(=NN(C1C(=O)NC(C)C1=CC=C(C=C1)NC(OCC1=CC=C(C=C1)Cl)=O)C)C 4-chlorobenzyl (4-(1-(4-fluoro-1,3-dimethyl-1H-pyrazole-5-carboxamido)ethyl)phenyl)carbamate